C(C)NC(=O)NCC1=C(C=CC=C1)SC=1C=CC=2N(C1)C(=NN2)C(C)C 1-ethyl-3-(2-{[3-(1-methylethyl)[1,2,4]triazolo[4,3-a]pyridine-6-yl]sulfanyl}benzyl)urea